C(C)C(C(CC(=O)[O-])=O)CC.[O-]CCCC.[O-]CCCC.[Ti+3] titanium dibutoxide (bis-ethyl acetoacetate)